(2R)-1-((1-(3-chloro-2-fluoro-phenyl)cyclobutyl)methyl)-4-((3-fluoro-6-((5-methyl-1H-pyrazol-3-yl)amino)pyridin-2-yl)methyl)-2-methylpiperidine-4-carboxylic acid ClC=1C(=C(C=CC1)C1(CCC1)CN1[C@@H](CC(CC1)(C(=O)O)CC1=NC(=CC=C1F)NC1=NNC(=C1)C)C)F